(E)-3-(6-aminopyridin-3-yl)-N-((5-(5-(morpholine-4-carbonyl)pyrimidin-2-yl)-7-(trifluoromethyl)benzofuran-2-yl)methyl)acrylamide NC1=CC=C(C=N1)/C=C/C(=O)NCC=1OC2=C(C1)C=C(C=C2C(F)(F)F)C2=NC=C(C=N2)C(=O)N2CCOCC2